N1(CCCCC1)CCOC1CN(CC1)C=1C2=C(N=CN1)N=C(S2)C=2C(NC(NC2)=O)=O 5-[7-[3-[2-(1-Piperidyl)ethoxy]pyrrolidin-1-yl]thiazolo[4,5-d]pyrimidin-2-yl]-1H-pyrimidine-2,4-dione